C(C)N1N=NN(C1=O)CCN1CCC(CC1)(COC)N(C1=CC=CC=C1)C(CC)=O N-{1-[2-(4-ethyl-5-oxo-2-tetrazolin-1-yl)-ethyl]-4-methoxymethyl-4-piperidyl}propionanilide